2-chloro-N1-(3-(diphenylamino)phenyl)-N1,N3-diphenyl-N3-(9-phenyl-9H-carbazol-2-yl)benzene-1,3-diamine ClC1=C(C=CC=C1N(C1=CC=2N(C3=CC=CC=C3C2C=C1)C1=CC=CC=C1)C1=CC=CC=C1)N(C1=CC=CC=C1)C1=CC(=CC=C1)N(C1=CC=CC=C1)C1=CC=CC=C1